[Si](C)(C)(C(C)(C)C)OC(C)[C@@H]1N(CCN(C1)C(=O)OCC1=CC=CC=C1)C(=O)OC(C)(C)C 4-benzyl 1-(tert-butyl) (2R)-2-(1-((tert-butyldimethylsilyl)oxy)ethyl)piperazine-1,4-dicarboxylate